FC=1C(=C(C=CC1F)[C@@H]1[C@@H](O[C@@]([C@H]1C)(C(F)(F)F)C)C(=O)NC1=CN=CC(=N1)C(=O)N)OC 6-[[(2R,3R,4S,5S)-3-(3,4-Difluoro-2-methoxy-phenyl)-4,5-dimethyl-5-(trifluoromethyl)tetrahydrofuran-2-carbonyl]amino]pyrazin-2-carboxamid